N-(3-chloro-5-methylphenyl)-N-((5-(2-(2,2-difluoroacetyl)hydrazine-1-carbonyl)pyridin-2-yl)methyl)ethanesulfonamide ClC=1C=C(C=C(C1)C)N(S(=O)(=O)CC)CC1=NC=C(C=C1)C(=O)NNC(C(F)F)=O